rel-(R)-2-(4-(((6-(cyclopropyl((5-(trifluoromethyl)pyridin-2-yl)methyl)amino)-5-fluoropyrimidin-4-yl)amino)methyl)-3,3-difluoropiperidin-1-yl)acetamide C1(CC1)N(C1=C(C(=NC=N1)NC[C@@H]1C(CN(CC1)CC(=O)N)(F)F)F)CC1=NC=C(C=C1)C(F)(F)F |o1:12|